C(C)N(C(C(=O)C1=CNC2=CC=C(C(=C12)C)OC)=O)C n-ethyl-2-(5-methoxy-4-methyl-1H-indol-3-yl)-N-methyl-2-oxoacetamide